CN1N=CC(=C1)C(=O)NC(C)C methyl-N-(propan-2-yl)-1H-pyrazole-4-carboxamide